N-(4,4-dimethylcyclohexyl)-5,7-dimethyl-1H-pyrrolo[2,3-c]pyridine-2-carboxamide CC1(CCC(CC1)NC(=O)C1=CC=2C(=C(N=C(C2)C)C)N1)C